2,3-difluoro-N-(1-(4-(trifluoromethyl)benzyl)-1H-indazol-3-yl)benzamide FC1=C(C(=O)NC2=NN(C3=CC=CC=C23)CC2=CC=C(C=C2)C(F)(F)F)C=CC=C1F